C(C1=CC=CC=C1)OC=1C=C2C(=C(N(C2=CC1)CC1=CC=C(CCOS(=O)(=O)C2=CC=C(C=C2)C)C=C1)C1=CC=C(C=C1)OC)Cl 4-((5-(benzyloxy)-3-chloro-2-(4-methoxyphenyl)-1H-indol-1-yl)methyl)phenethyl-4-methylbenzenesulfonate